(2S,3'S)-1'-((2-bromophenyl)sulfonyl)-6'-chloro-3'-hydroxy-3-phenyl-5H-spiro[furan-2,2'-indoline]-5-one BrC1=C(C=CC=C1)S(=O)(=O)N1[C@]2([C@H](C3=CC=C(C=C13)Cl)O)OC(C=C2C2=CC=CC=C2)=O